FC=1C(=CC=C2C(=NN(C12)C)N1C(NC(CC1)=O)=O)N1CCN(CC1)C[C@@H]1CN(CC1)C(CO)=O 1-[7-fluoro-1-methyl-6-[4-[[(3R)-1-(2-hydroxyacetyl)pyrrolidin-3-yl]methyl]piperazin-1-yl]indazol-3-yl]hexahydropyrimidine-2,4-dione